2-(3-ethylsulfanyl-5-pentafluoroethylpyridin-2-yl)-3-methyl-6-pentafluoroethyl-3H-imidazo[4,5-b]pyridine C(C)SC=1C(=NC=C(C1)C(C(F)(F)F)(F)F)C1=NC=2C(=NC=C(C2)C(C(F)(F)F)(F)F)N1C